2-(4-cyclopropyl-6-methoxypyrimidin-5-yl)-4-((4-(1-isopropyl-4-(trifluoro-methyl)-1H-imidazol-2-yl)benzyl)thio)-7,8-dihydropyrido[4,3-d]pyrimidine-6(5H)-carbonitrile C1(CC1)C1=NC=NC(=C1C=1N=C(C2=C(N1)CCN(C2)C#N)SCC2=CC=C(C=C2)C=2N(C=C(N2)C(F)(F)F)C(C)C)OC